C[C@H](CCCC(C)C)[C@H]1CC[C@@H]2[C@@]1(CC[C@H]3[C@H]2CC[C@H]4[C@@]3(CCC(=O)C4)C)C The molecule is a 3-oxo-5beta-steroid that is 5beta-cholestane substituted by an oxo group at position 3. It has a role as a human metabolite. It derives from a hydride of a 5beta-cholestane.